CN1C(N(C2=C1C(=CC=C2)CN2CC1(C2)CCN(CC1)CC1CCC(CC1)N)C1C(NC(CC1)=O)=O)=O 3-{3-methyl-2-oxo-4-[(7-{[(1r,4r)-4-aminocyclohexyl]methyl}-2,7-diazaspiro[3.5]non-2-yl)methyl]-1,3-benzodiazol-1-yl}piperidine-2,6-dione